NN1C(N(N=C1C)C(=O)NC(CCl)(C)C)=O 4-amino-5-methyl-2-(2-chloro-1,1-dimethyl-ethyl-aminocarbonyl)-2,4-dihydro-3H-1,2,4-triazol-3-one